C=CC1=CC=C(C=C1)S(=O)(=O)N=[N+]=[N-] 4-styrenesulfonyl azide